C(C(=C)C)(=O)O.C(C(=C)C)(=O)O.FC=1C(=C(C=CC1)NC(C)=O)C N-(3-fluoro-2-methyl-phenyl)acetamide dimethacrylate